C(C)(C)(C)C=1C=C(C=C(C1)C(C)(C)OC)C(C)(OC)C 5-tertiary butyl-1,3-di(1-methoxy-1-methyl-ethyl)benzene